3-(6-bromo-3,4-dihydroisoquinolin-2(1H)-yl)pyrrolidine-1-carboxylic acid tert-butyl ester C(C)(C)(C)OC(=O)N1CC(CC1)N1CC2=CC=C(C=C2CC1)Br